N1C=C(C2=CC=CC=C12)CC(CO)N(CCCCCCO[Si](OC(OCCCCCCCC\C=C/C\C=C/CCCCC)CCCCCCC\C=C/C\C=C/CCCCC)(C)C)C (23Z,26Z)-2-((1H-indol-3-yl)methyl)-13-((8Z,11Z)-heptadeca-8,11-dien-1-yl)-3,11,11-trimethyl-10,12,14-trioxa-3-aza-11-siladotriaconta-23,26-dien-1-ol